1-(5-(7,8-dimethyl-[1,2,4]triazolo[1,5-a]pyridin-6-yl)-6-isopropyl-4H-pyrrolo[3,2-d]thiazol-2-yl)piperidin-4-one CC1=C(C=2N(C=C1C1=C(C=3N=C(SC3N1)N1CCC(CC1)=O)C(C)C)N=CN2)C